C(C)OC(=O)C1=CC(=NN1C(C)CC)C 1-(sec-butyl)-3-methyl-1H-pyrazole-5-carboxylic acid ethyl ester